FC1=C(CC2=NC3=C(N2C[C@H]2OCC2)C=C(C=C3)C(=O)OC)C=C(C(=C1)B1OC(C(O1)(C)C)(C)C)F methyl (S)-2-(2,5-difluoro-4-(4,4,5,5-tetramethyl-1,3,2-dioxaborolan-2-yl) benzyl)-1-(oxetan-2-ylmethyl)-1H-benzo[d]imidazole-6-carboxylate